rel-(2r,3s,4s,5r)-3-(3,4-difluorophenyl)-4,5-dimethyl-N-(2-(methylsulfonyl)pyridin-4-yl)-5-(trifluoromethyl)tetrahydrofuran-2-carboxamide FC=1C=C(C=CC1F)[C@H]1[C@@H](O[C@]([C@H]1C)(C(F)(F)F)C)C(=O)NC1=CC(=NC=C1)S(=O)(=O)C |o1:8,9,11,12|